NC1=CC=C(C(=O)NCC(=O)N)C=C1 4-Amino-N-(2-amino-2-oxoethyl)benzamide